C(#C)C=1C=CC=2N(C1)N=CC2C#N 6-ethynyl-pyrazolo[1,5-a]pyridine-3-carbonitrile